(1s,3s)-3-[4-[8-chloro-7-[(2-methyl-3H-benzimidazol-5-yl)oxy]quinoxalin-2-yl]pyrazol-1-yl]-1-methyl-cyclobutanol ClC=1C(=CC=C2N=CC(=NC12)C=1C=NN(C1)C1CC(C1)(O)C)OC1=CC2=C(N=C(N2)C)C=C1